4-((tert-butyldiphenylsilyl)oxy)butane-1,2-diol [Si](C1=CC=CC=C1)(C1=CC=CC=C1)(C(C)(C)C)OCCC(CO)O